tert-butyl (S)-2-ethyl-4-(9-fluoro-2-(8-fluoro-2-methylimidazo[1,2-a]pyridin-6-yl)-4-oxo-4H-pyrido[1,2-a][1,3,5]triazin-7-yl)piperazine-1-carboxylate C(C)[C@@H]1N(CCN(C1)C=1C=C(C=2N(C(N=C(N2)C=2C=C(C=3N(C2)C=C(N3)C)F)=O)C1)F)C(=O)OC(C)(C)C